BrC1=C(C=CC=C1N1C2=CC=C3C(=C2C2=CC=C4C(=C12)C=CC=C4)C=CC=C3)N3C=4C=C1C(=CC4C=4C=C2C(=CC34)C=CC=C2)C=CC=C1 6-(2-bromo-3-(7H-dibenzo[a,g]carbazol-7-yl)phenyl)-6H-dibenzo[b,h]carbazole